NC[C@@H](COC)NC(=O)NCCCCCCCCCCCCC (S)-1-(1-amino-3-methoxypropan-2-yl)-3-tridecylurea